C(C)(=O)N([C@@H](CC(C)C)C(=O)O)O N-acetyl-hydroxyleucine